CC(CO)=CCC 2-methyl-2-pentenol